CN1CC2=CC(=CC=C2CC1)C1NC[C@H](CC1)C |r| 2-Methyl-7-[rac-(5S)-5-methyl-2-piperidyl]-3,4-dihydro-1H-isoquinoline